4-hydroxy-3-(2-hydroxyphenyl)-6'-fluoro-spiro[indene-1,3'-indoline]-2'-one OC1=C2C(=CC3(C(NC4=CC(=CC=C34)F)=O)C2=CC=C1)C1=C(C=CC=C1)O